benzyl 3-(methoxymethyl)-2,8-diazaspiro[4.5]decane-2-carboxylate hydrochloride Cl.COCC1N(CC2(C1)CCNCC2)C(=O)OCC2=CC=CC=C2